C(C)C1=C(NC2=CC=C(C=C12)C1C(CNCC1)F)C1=C2C(=NC=C1)NN=C2 4-(3-ethyl-5-(3-fluoropiperidin-4-yl)-1H-indol-2-yl)-1H-pyrazolo[3,4-b]pyridine